ClC1=CC=C(C=C1)N1C(=NC2=C1C=NC=C2)C2=CC=C(C=C2)CN2C=NC=C2 1-({4-[3-(4-Chlorophenyl)-3H-imidazo[4,5-c]pyridin-2-yl]phenyl}methyl)-1H-imidazole